CO[Si](CCSSSSCC[Si](OC)(OC)OC)(OC)OC bis[2-(trimethoxysilyl)ethyl]-tetrasulphane